The molecule is a hexadienal that is hexa-2,5-dienal substituted by a an isopropyl group at position 5 and a methy group at position 2 (the 2E-stereoisomer). CC(C)C(=C)C/C=C(\\C)/C=O